(S)-(3-(1-amino-1,3-dihydrospiro[inden-2,4'-piperidin]-1'-yl)-6-((methylsulfonyl)ethynyl)pyrazin-2-yl)methanol N[C@@H]1C2=CC=CC=C2CC12CCN(CC2)C=2C(=NC(=CN2)C#CS(=O)(=O)C)CO